COC=1C(=CC=2C(=C3C(=NC2C1)CCC3)NC[C@H]3CNCCC3)OC 6,7-dimethoxy-N-{[(3R)-piperidin-3-yl]methyl}-1H,2H,3H-cyclopenta[b]quinolin-9-amine